N-{[3-(4-amino-7-methyl-5-{4-[(6-methylpyridin-2-yl)oxy]phenyl}-7H-pyrrolo[2,3-d]pyrimidin-6-yl)phenyl]methyl}prop-2-enamide hydrochloride Cl.NC=1C2=C(N=CN1)N(C(=C2C2=CC=C(C=C2)OC2=NC(=CC=C2)C)C=2C=C(C=CC2)CNC(C=C)=O)C